C(CCC)[Si](C)(C)OCC=1SC(=C(C1)CC1=CC(=CC=C1)Cl)F Butyl{[4-(3-chlorobenzyl)-5-fluoro-2-thienyl]methoxy}dimethylsilane